CC1(CCCC1)OC(=O)C1C2C=CC(C1)C2=O 5-(1-methylcyclopentyloxycarbonyl)-7-oxo-bicyclo[2.2.1]Hept-2-ene